Bis(2-((tert-butyldimethylsilyl)oxy)ethyl)amine [Si](C)(C)(C(C)(C)C)OCCNCCO[Si](C)(C)C(C)(C)C